N6-(4,4-dimethyl-4,5-dihydro-oxazol-2-yl)-5-(3-(dimethylamino)azetidin-1-yl)quinazoline-4,6-diamine CC1(N=C(OC1)NC=1C(=C2C(=NC=NC2=CC1)N)N1CC(C1)N(C)C)C